methyl (2S)-2-methylaminobutanoate hydrochloride Cl.CN[C@H](C(=O)OC)CC